8-bromo-2-(ethylsulfanyl)-6-fluoro-3-methylquinazolin-4(3H)-one BrC=1C=C(C=C2C(N(C(=NC12)SCC)C)=O)F